3-butyl-nonene Allyl-5-((dichlorophosphoryl)methyl)benzo[b]thiophene-2-carboxylate C(C=C)OC(=O)C1=CC2=C(S1)C=CC(=C2)CP(=O)(Cl)Cl.C(CCC)C(C=C)CCCCCC